C1(CC1)N1N=C(C2=C1N(C([C@H]([C@H]2C2CC2)NC(C2=CC(=CC=C2)C(F)(F)F)=O)=O)CC)C(=O)O (4S,5S)-1,4-dicyclopropyl-7-ethyl-6-oxo-5-(3-(trifluoromethyl)benzamido)-4,5,6,7-tetrahydro-1H-pyrazolo[3,4-b]pyridine-3-carboxylic acid